methyl ((R)-2-((3-cyano-5-fluorobenzyl)oxy)-3-(pentadecyloxy)propyl) hydrogen phosphate P(=O)(OC)(OC[C@@H](COCCCCCCCCCCCCCCC)OCC1=CC(=CC(=C1)F)C#N)O